C(C1=CC=CC=C1)OC(NCCCN1C(=NC2=C1C(=CC(=C2)C(N)=O)OC)NC(=O)C2=CN=CN2C)=O (3-(5-carbamoyl-7-methoxy-2-(1-methyl-1H-imidazole-5-carboxamido)-1H-benzo[d]imidazol-1-yl)propyl)carbamic acid benzyl ester